BrC=1C(=NC(=CC1)C(F)(F)F)CO (3-bromo-6-(trifluoromethyl)pyridin-2-yl)methanol